3-[4-(4-chloro-2-methylsulfonyl-phenyl)phenyl]-N-[(2-oxooxazolidin-4-yl)methyl]azetidine-1-carboxamide ClC1=CC(=C(C=C1)C1=CC=C(C=C1)C1CN(C1)C(=O)NCC1NC(OC1)=O)S(=O)(=O)C